(E)-5-(((5-bromopyridin-2-yl)imino)methyl)-2,2-dimethyl-1,3-dioxane-4,6-dione BrC=1C=CC(=NC1)\N=C\C1C(OC(OC1=O)(C)C)=O